CC=1CC[C@H]([C@@H](C1)C=1C(=CC(=CC1O)CC\C=C\C)O)C(=C)C (1'R,2'R)-5'-methyl-4-((E)-pent-3-en-1-yl)-2'-(prop-1-en-2-yl)-1',2',3',4'-tetrahydro-[1,1'-biphenyl]-2,6-diol